ClC=1C(=NC(=NC1)NC=1C(=NN(C1)C1CC2CCC(C1)N2C)C)NCCCN2C(C(CC2)(C)C)=O 1-(3-((5-chloro-2-((3-methyl-1-(8-methyl-8-azabicyclo[3.2.1]octan-3-yl)-1H-pyrazol-4-yl)amino)pyrimidin-4-yl)amino)propyl)-3,3-dimethylpyrrolidin-2-one